2-amino-N-(imidazo[1,2-a]pyridin-7-ylmethyl)-3-methyl-N-((5-(trifluoromethyl)-2-pyridinyl)methyl)-6-quinolinecarboxamide NC1=NC2=CC=C(C=C2C=C1C)C(=O)N(CC1=NC=C(C=C1)C(F)(F)F)CC1=CC=2N(C=C1)C=CN2